5-amino-8-(2,6-dimethyl-4-pyridinyl)-2-[(4-methyl-1,2,5-oxadiazol-3-yl)methyl]-7-phenyl-[1,2,4]triazolo[4,3-c]pyrimidin-3-one NC1=NC(=C(C=2N1C(N(N2)CC2=NON=C2C)=O)C2=CC(=NC(=C2)C)C)C2=CC=CC=C2